(((R)-1-(3-(difluoromethyl)-2-fluorophenyl)ethyl)amino)-8-methyl-6-(1-methylpiperidin-3-yl)pyrido[2,3-d]pyrimidin-7(8H)-one FC(C=1C(=C(C=CC1)[C@@H](C)NC=1N=CC2=C(N1)N(C(C(=C2)C2CN(CCC2)C)=O)C)F)F